[Cu].[Au].[Pd].[Pt] platinum-palladium-gold-copper